ClC1=C(C=C(OCC(=O)NC23CC(C2)(C3)NC3=NC=CC=2C3=NN(C2)C)C=C1)F 2-(4-chloro-3-fluorophenoxy)-N-{3-[(2-methyl-2H-pyrazolo[3,4-c]pyridin-7-yl)amino]bicyclo[1.1.1]pent-1-yl}acetamide